OC=1C(=NC=CC1NC1=C(C(C1=O)=O)N[C@@H](C1=NC=CC=C1C)C1(CCCC1)C)C(=O)N(C)C (R)-3-hydroxy-N,N-dimethyl-4-((2-(((1-methylcyclopentyl)(3-methylpyridin-2-yl)methyl)amino)-3,4-dioxocyclobut-1-en-1-yl)amino)picolinamide